1-(3-chlorophenyl)-3-(4-methoxy-3-nitrophenyl)urea ClC=1C=C(C=CC1)NC(=O)NC1=CC(=C(C=C1)OC)[N+](=O)[O-]